(5,6-dichloropyridin-3-yl)methanol tert-butyl-(6-(2-methoxy-6-(2,2,2-trifluoroethyl)thieno[2,3-d]pyrimidin-4-yl)-6-azaspiro[3.4]octan-2-yl)carbamate C(C)(C)(C)N(C(=O)OCC=1C=NC(=C(C1)Cl)Cl)C1CC2(C1)CN(CC2)C=2C1=C(N=C(N2)OC)SC(=C1)CC(F)(F)F